CN(C1=CC=C(C=C2C(N(C(N2CC)=[Se])C2=CC=CC=C2)=O)C=C1)C 5-(4-(dimethylamino)benzylidene)-1-ethyl-3-phenyl-2-selenoxoimidazolidin-4-one